C(CCCCCC)(=O)O[C@@H]1[C@](O[C@H](C1)N1C=CC2=C1N=C(N=C2N)Cl)(CO)C#C (2R,3S,5R)-5-(4-amino-2-chloro-7H-pyrrolo[2,3-d]pyrimidin-7-yl)-2-ethynyl-2-(hydroxymethyl)tetrahydrofuran-3-yl heptanoate